1-(3,5-difluorobenzyl)-2-ethoxy-6-(7-methoxy-1H-pyrrolo[3,2-b]pyridin-1-yl)-1H-imidazo[4,5-b]pyridine FC=1C=C(CN2C(=NC3=NC=C(C=C32)N3C=CC2=NC=CC(=C23)OC)OCC)C=C(C1)F